N,1-dimethyl-2-oxo-6-(piperazin-1-yl)-1,2-dihydropyridine-3-carboxamide hydrochloride Cl.CNC(=O)C=1C(N(C(=CC1)N1CCNCC1)C)=O